(3R,6R)-7-(difluoromethoxy)-4-hydroxy-1-oxo-2-((2-(trimethylsilyl)ethoxy)methyl)-1,2,3,6-tetrahydro-3,6-methanobenzo[c]azocine-5-carbonitrile FC(OC1=CC=CC=2C(N([C@H]3C(=C([C@@H](C21)C3)C#N)O)COCC[Si](C)(C)C)=O)F